COC(=O)C=1NC2=CC=CC(=C2C1)C1=CC=C(C=C1)F 4-(4-fluorophenyl)-1H-indole-2-carboxylic acid methyl ester